6-chloro-5-(2-fluorophenyl)-7-(trifluoromethyl)-1,3-dihydro-1,4-benzodiazepine ClC1=C(C=CC2=C1C(=NCCN2)C2=C(C=CC=C2)F)C(F)(F)F